CNC1CCOCC2=NC(=CC=C21)C(F)(F)F N-methyl-2-(trifluoro-methyl)-5,6,7,9-tetra-hydrooxepino[3,4-b]-pyridin-5-amine